C(#N)C1=NC(=CC(=C1)CNC(C1=CN=CC(=C1N1CC2(CCN2C(C)=O)CC1)C1=CC(=CC(=C1)F)F)=O)C N-[(2-cyano-6-methyl-4-pyridyl)methyl]-4-(1-acetyl-1,6-diaza-6-spiro[3.4]octyl)-5-(3,5-difluorophenyl)nicotinamide